NCCCC[Si](OCC)(C)C gamma-aminopropyl-trimethyl-(ethyl)oxysilane